(E)-5-{2-[(2,4-Difluorophenyl)sulfonyl]vinyl}-N2-(4-methoxyphenyl)-N4-methylpyrimidine-2,4-diamine FC1=C(C=CC(=C1)F)S(=O)(=O)/C=C/C=1C(=NC(=NC1)NC1=CC=C(C=C1)OC)NC